C1(=CC=CC=C1)CCC(=O)OC1C=CC2C3C=CC(C12)C3 3a,4,7,7a-tetrahydro-1H-4,7-methanoinden-1-yl 3-phenylpropanoate